Methyl-Trimethoxy-silan C[Si](OC)(OC)OC